O[C@@H](C(=O)N1CC2=C(N=C(NC2=O)C2(CC2)C2=CC(=CC=C2)C(C)C)CC1)C=1C=C(C=CC1)C1=CC(=CC=C1)C(F)(F)F (R)-6-(2-hydroxy-2-(3'-(trifluoromethyl)-[1,1'-biphenyl]-3-yl)acetyl)-2-(1-(3-isopropylphenyl)cyclopropyl)-5,6,7,8-tetrahydropyrido[4,3-d]pyrimidin-4(3H)-one